tertiary-butyl ether C(C)(C)(C)OC(C)(C)C